FC1=C(C(=CC=C1)OC)C=1C(=CN=NC1)C#N 5-(2-fluoro-6-methoxyphenyl)pyridazine-4-carbonitrile